OC1=C(C=CC=C1)C(C=CC=1C=CC(=C(C1)COC1=CC=C(C=C1)NC(C)=O)OC)=O N-[4-[[5-[3-(2-Hydroxyphenyl)-3-oxoprop-1-enyl]-2-methoxyphenyl]methoxy]phenyl]acetamide